(S)-N-[(R)-1-(1-methoxy-4-isoquinolinyl)ethyl]-2-methyl-propane-2-sulfinamide COC1=NC=C(C2=CC=CC=C12)[C@@H](C)N[S@@](=O)C(C)(C)C